C(C)(C)(C)OC(=O)N1CCC(CC1)OC1CC(C1)N1CCN(CC1)C(=O)OCC1=CC=CC=C1 benzyl 4-[3-[(1-tert-butoxycarbonyl-4-piperidyl)oxy]cyclobutyl]piperazine-1-carboxylate